(2S,4R)-1-((S)-3,3-dimethyl-2-(1-oxo-6-(piperazin-1-yl)isoindoline-2-yl)butyryl)-4-hydroxy-N-((S)-1-(4-(4-methylthiazol-5-yl)phenyl)ethyl)pyrrolidine-2-carboxamide CC([C@@H](C(=O)N1[C@@H](C[C@H](C1)O)C(=O)N[C@@H](C)C1=CC=C(C=C1)C1=C(N=CS1)C)N1C(C2=CC(=CC=C2C1)N1CCNCC1)=O)(C)C